Methyl (Z)-1-(4-amino-2-fluorobut-2-en-1-yl)-4-(3-(N,N-dimethylsulfamoyl)-4-methoxy Phenyl)-1H-benzo[d][1,2,3]triazole-6-carboxylate hydrochloride Cl.NC\C=C(\CN1N=NC2=C1C=C(C=C2C2=CC(=C(C=C2)OC)S(N(C)C)(=O)=O)C(=O)OC)/F